BrC1=C2C=3C=C(C=CC3C=CC2=CC=C1)I 5-Bromo-3-iodo-phenanthrene